4-amino-7-fluoro-N,1,3-trimethyl-N-((3R)-6-(pentafluoro-lambda~6~-sulfan-yl)-2,3-dihydro-1-benzofuran-3-yl)-1H-pyrazolo[4,3-c]-quinoline-8-carboxamide NC1=NC=2C=C(C(=CC2C2=C1C(=NN2C)C)C(=O)N([C@H]2COC1=C2C=CC(=C1)S(F)(F)(F)(F)F)C)F